C(C1=CC=CC=C1)C1(CCN(CC1)C(=O)C=1C(=NC=CC1)C1=CC=NC=C1)O (4-Benzyl-4-hydroxypiperidin-1-yl)(2,4'-bipyridin-3-yl)methanone